6,7-dichloro-1-(p-tolylsulfonyl)indol-4-ol ClC=1C=C(C=2C=CN(C2C1Cl)S(=O)(=O)C1=CC=C(C=C1)C)O